ClC1=C(C(=O)N(C)C)C=CC(=C1)NC1CN(C1)C1CC(N(CC1)S(=O)(=O)C1=C(C=CC=C1)Cl)C 2-chloro-4-(1-(1-(2-chlorophenylsulfonyl)-2-methylpiperidin-4-yl)azetidin-3-ylamino)-N,N-dimethylbenzamide